(2-methylpyrimidin-5-yl)carbamic acid 1-((5-fluoro-2-(2-methoxy-7-methylquinoxalin-5-yl) benzo[d]Thiazol-6-yl) oxy)-3-isobutoxyprop-2-yl ester FC=1C(=CC2=C(N=C(S2)C2=C3N=CC(=NC3=CC(=C2)C)OC)C1)OCC(COCC(C)C)OC(NC=1C=NC(=NC1)C)=O